C(C)(C)(C)OC(=O)N(C)CC=1OC2=C(C1)C=C(C(=C2)C(=O)OC)C methyl 2-(((tert-butoxycarbonyl)(methyl)amino)methyl)-5-methylbenzofuran-6-carboxylate